ClC=1C(=C(C=CC1)C=1NC(=NN1)[C@@H]1N(C[C@@H](C1)F)C(=O)OC(C)(C)C)F tert-butyl (2R,4R)-2-(5-(3-chloro-2-fluorophenyl)-4H-1,2,4-triazol-3-yl)-4-fluoropyrrolidine-1-carboxylate